1-aminoethyl-2,3-dimethylimidazole aminoethanesulfonate NC(C)S(=O)(=O)O.NC(C)C=1N(C(=NC1)C)C